BrC=1C=CC(=C2C=CC(OC12)=O)N1CC(CC1)N(C(OC(C)(C)C)=O)C tert-butyl N-[1-(8-bromo-2-oxo-chromen-5-yl)pyrrolidin-3-yl]-N-methyl-carbamate